2-(4-acetylphenyl)-10-hydroxy-7,7-dimethyl-11-(trifluoromethoxy)-5,12b-dihydro-1H,7H-chromeno[4,3-c][1,2,4]triazolo[1,2-a]Pyridazine C(C)(=O)C1=CC=C(C=C1)N1CN2N(CC=C3C2C=2C=C(C(=CC2OC3(C)C)O)OC(F)(F)F)C1